2-methoxyethyl (1s,2r,5r)-3-((4-(4-chlorobenzoyl) piperazin-1-yl) sulfonyl)-2-(hydroxycarbamoyl)-3,8-diazabicyclo[3.2.1]octane-8-carboxylate ClC1=CC=C(C(=O)N2CCN(CC2)S(=O)(=O)N2[C@H]([C@@H]3CC[C@H](C2)N3C(=O)OCCOC)C(NO)=O)C=C1